7-(2-((4-(Trifluoromethyl)phenyl)amino)phenyl)-[1,2,4]triazolo[4,3-a]pyridin FC(C1=CC=C(C=C1)NC1=C(C=CC=C1)C1=CC=2N(C=C1)C=NN2)(F)F